FC(C=1C(=NC(=CN1)N1C=NC2=C1C=C(C(=C2)NC=2N=NC(=CC2)C)OC)N2N=C(C=C2C)C#N)F 1-[3-(difluoromethyl)-6-[6-methoxy-5-[(6-methylpyridazin-3-yl)amino]benzimidazol-1-yl]pyrazin-2-yl]-5-methyl-pyrazole-3-carbonitrile